4,4'-(6-phenyl-1,3,5-triazine-2,4-diyl)bis(2,6-bis(3,3'',6,6''-tetra-tert-butyl-9'H-[9,3':6',9''-tercarbazol]-9'-yl)benzonitrile) C1(=CC=CC=C1)C1=NC(=NC(=N1)C1=CC(=C(C#N)C(=C1)N1C2=CC=C(C=C2C=2C=C(C=CC12)N1C2=CC=C(C=C2C=2C=C(C=CC12)C(C)(C)C)C(C)(C)C)N1C2=CC=C(C=C2C=2C=C(C=CC12)C(C)(C)C)C(C)(C)C)N1C2=CC=C(C=C2C=2C=C(C=CC12)N1C2=CC=C(C=C2C=2C=C(C=CC12)C(C)(C)C)C(C)(C)C)N1C2=CC=C(C=C2C=2C=C(C=CC12)C(C)(C)C)C(C)(C)C)C1=CC(=C(C#N)C(=C1)N1C2=CC=C(C=C2C=2C=C(C=CC12)N1C2=CC=C(C=C2C=2C=C(C=CC12)C(C)(C)C)C(C)(C)C)N1C2=CC=C(C=C2C=2C=C(C=CC12)C(C)(C)C)C(C)(C)C)N1C2=CC=C(C=C2C=2C=C(C=CC12)N1C2=CC=C(C=C2C=2C=C(C=CC12)C(C)(C)C)C(C)(C)C)N1C2=CC=C(C=C2C=2C=C(C=CC12)C(C)(C)C)C(C)(C)C